2-((1-(4-Fluorobenzyl)piperidin-4-yl)methylene)-5,6-dimethoxy-2,3-dihydrobenzo[b]thiophene 1,1-dioxide FC1=CC=C(CN2CCC(CC2)C=C2CC3=C(S2(=O)=O)C=C(C(=C3)OC)OC)C=C1